ClC1=CC(=NC=C1)S(=O)(C)=N (4-Chloropyridin-2-yl)(imino)(methyl)-lambda6-sulfanone